C(C)(=O)C1=NC=C(C(C1O)=O)O 2-acetyl-3,5-dihydroxypyridin-4-one